4-(5-amino-1-(1-(but-2-ynyl)piperidin-3-yl)imidazo[1,5-c]pyrimidin-3-yl)-N-(pyridin-2-yl)-2-(trifluoromethyl)benzamide NC1=NC=CC=2N1C(=NC2C2CN(CCC2)CC#CC)C2=CC(=C(C(=O)NC1=NC=CC=C1)C=C2)C(F)(F)F